N-(3-(3-(4-cyanophenoxy)-1H-indol-2-yl)-1H-pyrazol-5-yl)-4-((1-methylpiperidin-4-yl)amino)benzamide C(#N)C1=CC=C(OC2=C(NC3=CC=CC=C23)C2=NNC(=C2)NC(C2=CC=C(C=C2)NC2CCN(CC2)C)=O)C=C1